BrC=1C(=NC(=NC1)SC)CNC=O N-((5-bromo-2-(methylthio)pyrimidin-4-yl)methyl)carboxamide